Benzyl-2-(pyridin-2-yl)morpholine C(C1=CC=CC=C1)N1CC(OCC1)C1=NC=CC=C1